BrC1=CC=2N(C=C1)N=C(C2N(C=2SC(=C(N2)C2=CC=C(C=C2)F)C#N)C)C2CC2 2-((5-bromo-2-cyclopropylpyrazolo[1,5-a]pyridin-3-yl)(methyl)amino)-4-(4-fluorophenyl)thiazole-5-carbonitrile